6-[1-[(3S)-1-[[(4S)-2,2-dimethyl-1,3-dioxolan-4-yl]methyl]-3-piperidyl]-5-methyl-pyrazol-4-yl]-4-[(1R)-1-(5-fluoro-2-pyridyl)ethoxy]pyrazolo[1,5-a]pyridine-3-carbonitrile CC1(OC[C@@H](O1)CN1C[C@H](CCC1)N1N=CC(=C1C)C=1C=C(C=2N(C1)N=CC2C#N)O[C@H](C)C2=NC=C(C=C2)F)C